C(C)(C)(C)OC(=O)N1CC2(CC2)C(C1CC1=C(C(=CC=C1)Br)F)N.C(C1=CC=CC=C1)C=1NC=C(N1)C1=C(C(=CC=C1)Cl)Cl 2-Benzyl-4-(2,3-dichlorophenyl)imidazole tert-butyl-7-amino-6-(3-bromo-2-fluorobenzyl)-5-azaspiro[2.4]heptane-5-carboxylate